C(#N)C1C(C1)C(=O)NC1=NN(C=C1C(=O)N)C1(C(CN(CC1)CC1=C(C(=C(C=C1)C1=CC=CC=C1)O)C)F)CC#N 3-[(2-cyanocyclopropanecarbonyl)amino]-1-[4-(cyanomethyl)-3-fluoro-1-[(3-hydroxy-2-methyl-4-phenyl-phenyl)methyl]-4-piperidyl]pyrazole-4-carboxamide